[2-(2-trimethylsilylethoxymethoxy)spiro[3.5]nonan-7-yl] 4-methylbenzenesulfonate CC1=CC=C(C=C1)S(=O)(=O)OC1CCC2(CC(C2)OCOCC[Si](C)(C)C)CC1